C(C)(=O)N1CC2(CN(C2)CC=2C=CC(=NC2OC)C=2C(=C(C=CC2)C2=C(C(=NC=C2)C2=CC(=C(CN3CC4(C3)CNC(C4)=O)C=C2)OC)Cl)Cl)C1 2-(4-(4-(3-(5-((6-acetyl-2,6-diazaspiro[3.3]heptan-2-yl)methyl)-6-methoxypyridin-2-yl)-2-chlorophenyl)-3-chloropyridin-2-yl)-2-methoxybenzyl)-2,6-diazaspiro[3.4]octan-7-one